6-Chloro-N-methoxy-4-((2-methoxy-3-(1-methyl-1H-1,2,4-triazol-3-yl)phenyl)amino)pyridazine-3-carboxamide ClC1=CC(=C(N=N1)C(=O)NOC)NC1=C(C(=CC=C1)C1=NN(C=N1)C)OC